N1(CCCCC1)C1=NC2=NC(=NC=C2N1)C PIPERIDINYL-METHYLPURINE